6-((1H-pyrrolo[2,3-b]pyridin-5-yl)oxy)-1-methyl-2-((1-methyl-2-oxo-5-(trifluoromethyl)-1,2-dihydropyridin-3-yl)amino)-1H-imidazo[4,5-b]pyridine-7-carbonitrile N1C=CC=2C1=NC=C(C2)OC=2C(=C1C(=NC2)N=C(N1C)NC=1C(N(C=C(C1)C(F)(F)F)C)=O)C#N